NC(C)(O)C1=CC=2C(=NC(=C(N2)N2CCC(CC2)OC2=C(C=C(C=C2)F)F)C=2C=NN(C2)C)C=N1 amino-1-(2-(4-(2,4-difluorophenoxy)piperidin-1-yl)-3-(1-methyl-1H-pyrazol-4-yl)pyrido[3,4-b]pyrazin-7-yl)ethan-1-ol